FC(C(=O)O)(F)F.ClC=1C(=NC=C(C(=O)N(C)C)C1)N1CCNCC1 5-chloro-N,N-dimethyl-6-(piperazin-1-yl)nicotinamide trifluoroacetate